5-chloro-N4-(2-isopropylsulfonylphenyl)-N2-(2-methylindazol-5-yl)pyrimidine-2,4-diamine ClC=1C(=NC(=NC1)NC1=CC2=CN(N=C2C=C1)C)NC1=C(C=CC=C1)S(=O)(=O)C(C)C